(R)-6-(4-(2-(3-(2-hydroxyphenyl)-5-methyl-7,8-dihydro-5H-pyrido[3',4':4,5]pyrrolo[2,3-c]pyridazin-6(9H)-yl)pyrimidin-4-yl)piperidin-1-yl)spiro[3.3]heptane-2-carboxylic acid OC1=C(C=CC=C1)C1=CC2=C(N=N1)NC1=C2[C@H](N(CC1)C1=NC=CC(=N1)C1CCN(CC1)C1CC2(CC(C2)C(=O)O)C1)C